COCCN(CC1=C(C=CC=C1)O)CC1=C(C=CC=C1)O 2,2'-[[(2-Methoxyethyl)imino]bis(methylene)]bis[phenol]